3,6-dihydroxyxanthene-9-propionic acid OC=1C=CC=2C(C3=CC=C(C=C3OC2C1)O)CCC(=O)O